(Z)-2-(2,6-Dioxopiperidin-3-yl)-5-(4-(5-(4-(1-(4-hydroxyphenyl)-2-phenylbut-1-en-1-yl)phenoxy)pentyl)piperazin-1-yl)isoindolin-1,3-dion O=C1NC(CCC1N1C(C2=CC=C(C=C2C1=O)N1CCN(CC1)CCCCCOC1=CC=C(C=C1)\C(=C(\CC)/C1=CC=CC=C1)\C1=CC=C(C=C1)O)=O)=O